NC1=C(C=C(C=C1)C1=CC=CC=C1)P(C)(C)=O (4-amino-[1,1'-biphenyl]-3-yl)dimethylphosphine oxide